ClC=1C=CC(=C(C1)N1CC(N(CC1=O)C(C(=O)O)CC1=CC=CC=C1)=O)N1N=NN=C1 2-(4-(5-Chloro-2-(1H-tetrazol-1-yl)phenyl)-2,5-dioxopiperazin-1-yl)-3-phenylpropionic acid